(RS)-5-Fluoro-2,3-dimethyl-4-(piperidin-3-yl)-1H-indole-7-carboxamide TFA salt OC(=O)C(F)(F)F.FC=1C(=C2C(=C(NC2=C(C1)C(=O)N)C)C)[C@@H]1CNCCC1 |r|